C(C1=CC=CC=C1)OC([C@@H](O)C)=O benzyl-L-Lactate